(6R)-5-(8-chloro-4,4-dimethyl-2-oxo-1,2,3,4-tetrahydroquinolin-6-yl)-6-methyl-3,6-dihydro-2H-1,3,4-thiadiazin-2-one ClC=1C=C(C=C2C(CC(NC12)=O)(C)C)C1=NNC(S[C@@H]1C)=O